1-(2-(4-methylbenzoyl)-2-azaspiro[3.3]hept-6-yl)-3-(oxazol-4-ylmethyl)urea CC1=CC=C(C(=O)N2CC3(C2)CC(C3)NC(=O)NCC=3N=COC3)C=C1